((2-(((3S,6S,9aR)-3-([1,1'-biphenyl]-4-ylcarbamoyl)-5-oxo-2,3,5,6,9,9a-hexahydro-1H-pyrrolo[1,2-a]azepin-6-yl)carbamoyl)benzo[b]thiophen-5-yl)difluoromethyl)phosphonic acid C1(=CC=C(C=C1)NC(=O)[C@@H]1CC[C@H]2N1C([C@H](C=CC2)NC(=O)C2=CC1=C(S2)C=CC(=C1)C(F)(F)P(O)(O)=O)=O)C1=CC=CC=C1